Isohexyl acrylate C(C=C)(=O)OCCCC(C)C